4-(hydroxymethyl)benzeneethanol OCC1=CC=C(C=C1)CCO